CC=1OC2=C(C1C(=O)OCC)C=C(C=C2)B2OC(C(O2)(C)C)(C)C ethyl 2-methyl-5-(4,4,5,5-tetramethyl-1,3,2-dioxaborolan-2-yl)benzofuran-3-carboxylate